3,10-bis[N-(9-phenyl-9H-carbazol-2-yl)-N-phenylamino]naphtho[2,3-B:6,7-B']bis-benzofuran C1(=CC=CC=C1)N1C2=CC=CC=C2C=2C=CC(=CC12)N(C1=CC=CC=C1)C1=CC2=C(C3=C(O2)C=C2C=C4C(OC5=C4C=CC(=C5)N(C5=CC=4N(C6=CC=CC=C6C4C=C5)C5=CC=CC=C5)C5=CC=CC=C5)=CC2=C3)C=C1